4-(4-(3,4-dichlorophenyl)-5-isobutylthiazol-2-yl)-1-(isopropoxycarbonyl)piperazine-2-carboxylic acid ClC=1C=C(C=CC1Cl)C=1N=C(SC1CC(C)C)N1CC(N(CC1)C(=O)OC(C)C)C(=O)O